ethyl 6-(furan-3-yl)-2-methylpyrazolo[1,5-a]pyrimidine-3-carboxylate O1C=C(C=C1)C=1C=NC=2N(C1)N=C(C2C(=O)OCC)C